N-[7-fluoro-3-(2-hydroxyethoxy)-8-methyl-4-oxo-tetralin-5-yl]acetamide FC1=CC(=C2C(C(CCC2=C1C)OCCO)=O)NC(C)=O